COC(=C)CCC=C(CC)C 2-methoxy-6-methyl-octa-1,5-diene